4-[6,9,17,19,21-pentahydroxy-5-(4-hydroxyphenyl)-4,12,14-trioxapentacyclo[11.7.1.02,11.03,8.015,20]henicosa-2(11),3(8),9,15,17,19-hexaen-13-yl]phenolate OC1C(OC=2C=3C4C5=C(C=C(C=C5OC(OC3C=C(C2C1)O)(C4O)C4=CC=C(C=C4)[O-])O)O)C4=CC=C(C=C4)O